4-(aminomethyl)-6-(5-(3-cyclobutoxyphenyl)-1-methyl-1H-pyrazol-4-yl)phthalazin-1(2H)-one NCC1=NNC(C2=CC=C(C=C12)C=1C=NN(C1C1=CC(=CC=C1)OC1CCC1)C)=O